FC1=C(C=CC=C1)C1=CC=C(C=C1)CCCNC(C1=CN=C(C=C1)O)=O N-(3-(2'-fluoro-[1,1'-biphenyl]-4-yl)propyl)-6-hydroxynicotinamide